OCC1=CC=C(C=C1)[C@@H]1CC2(CC(C2)C#N)CCN1CC1=C2C=CNC2=C(C=C1OC)C (2R,4s,6S)-6-(4-(hydroxymethyl)phenyl)-7-((5-methoxy-7-methyl-1H-indol-4-yl)methyl)-7-azaspiro[3.5]nonane-2-carbonitrile